3-(3-((2-(4-(3-(3-(7-(4-(2-hydroxyethyl)piperazin-1-yl)-2-methyl-3-phenyl-pyrazolo[1,5-a]pyrimidin-5-yl)phenyl)propyl)piperazin-1-yl)-2-oxoethyl)amino)phenyl)-piperidine-2,6-dione OCCN1CCN(CC1)C1=CC(=NC=2N1N=C(C2C2=CC=CC=C2)C)C=2C=C(C=CC2)CCCN2CCN(CC2)C(CNC=2C=C(C=CC2)C2C(NC(CC2)=O)=O)=O